FC(C(CC[C@@H](C=1N=C2N(N=CC(=C2)CN2C(N[C@](C2)(C(F)(F)F)C)=O)C1)NC(OC(C)(C)C)=O)(C)C)(F)F tert-butyl ((S)-5,5,5-trifluoro-4,4-dimethyl-1-(7-(((R)-4-methyl-2-oxo-4-(trifluoromethyl)imidazolidin-1-yl)methyl)imidazo[1,2-b]pyridazin-2-yl)pentyl)carbamate